C1(CC1)C=1C=C(C=2N(C1)C=C(N2)CN2C(C1=CC=CC=C1C2=O)=O)NC 2-((6-cyclopropyl-8-(methylamino)imidazo[1,2-a]pyridin-2-yl)methyl)isoindoline-1,3-dione